[5-Chloro-2-(4-chloro-2-diphenylphosphanyl-6-methoxy-phenyl)-3-methoxyphenyl]-diphenyl-phosphan ClC=1C=C(C(=C(C1)P(C1=CC=CC=C1)C1=CC=CC=C1)C1=C(C=C(C=C1OC)Cl)P(C1=CC=CC=C1)C1=CC=CC=C1)OC